CN(C=1C=CC(=C(\C=N\NC(=O)C2=NC(=CN=C2)C=2C=NC(=CC2)OC(F)(F)F)C1)F)C (E)-N'-(5-(dimethylamino)-2-fluorobenzylidene)-6-(6-(trifluoromethoxy)pyridin-3-yl)pyrazine-2-carbohydrazide